sodium bismalonate borate B([O-])(O)O.C(CC(=O)O)(=O)O.C(CC(=O)O)(=O)O.[Na+]